n-Pentaheptacontane CCCCCCCCCCCCCCCCCCCCCCCCCCCCCCCCCCCCCCCCCCCCCCCCCCCCCCCCCCCCCCCCCCCCCCCCCCC